NC1=CC=C2C(OC(C2=C1)=O)CC1=C(C(=CC=C1)F)C 6-amino-3-(3-fluoro-2-methylbenzyl)isobenzofuran-1(3H)-one